ClC1=CC=C2C(=N1)N=C(O2)N2CCN(CC2)C(=O)C=2C=NC(=C(C2)C)C2=NN(N=C2)CC(C)(C)C (4-(5-chlorooxazolo[4,5-b]pyridin-2-yl)piperazin-1-yl)(5-methyl-6-(2-neopentyl-2H-1,2,3-triazol-4-yl)pyridin-3-yl)methanone